(E)-2-(1,2-bis(4-bromophenyl)vinyl)quinoline BrC1=CC=C(C=C1)/C(=C\C1=CC=C(C=C1)Br)/C1=NC2=CC=CC=C2C=C1